C1(CCCCC1)C(C(N)C1CCCCC1)N 1,2-dicyclohexyl-1,2-ethylenediamine